C(C)N1C=NC=C1 N-ethyl-1H-imidazole